3-(3,3-difluoro-1-((4-methyl-4H-1,2,4-triazol-3-yl)methyl)cyclobutyl)anilineFormaldehyde-d1 FC1(CC(C1)(CC1=NN=CN1C)C=1C=C(N(C=O)[2H])C=CC1)F